(1R,3S)-3-[[4-[[4-(trifluoromethyl)phenyl]methyl]pyrazolo[1,5-a]pyridine-3-carbonyl]amino]cyclopentanecarboxylic acid FC(C1=CC=C(C=C1)CC=1C=2N(C=CC1)N=CC2C(=O)N[C@@H]2C[C@@H](CC2)C(=O)O)(F)F